ClC=1C(=C(C=CC1)C1=C(NC=2C1=NC=CC2)C2=C(C=NC=C2)OCCN(C(C=C)=O)C)OC N-[2-({4-[3-(3-chloro-2-methoxyphenyl)-1H-pyrrolo[3,2-b]pyridin-2-yl]pyridin-3-yl}oxy)ethyl]-N-methylprop-2-enamide